3-(2-Hydroxy-phenyl)-2-{2-[4-(4-methyl-piperazin-1-yl)-phenylamino]-pyrimidin-4-yl}-thiazolo[3,2-a]pyrimidin-5-one OC1=C(C=CC=C1)C1=C(SC=2N1C(C=CN2)=O)C2=NC(=NC=C2)NC2=CC=C(C=C2)N2CCN(CC2)C